C(C1=CC=CC=C1)OC1=C(C(C(C1)(C)CC(C)=NOC)=O)C1=C(C=C(C=C1C)C)C 3-(benzyloxy)-2-(2,4,6-trimethylphenyl)-5-{2-(methoxyimino)propyl}-5-methylcyclopent-2-enone